bis(3-pentyloctyl) 9-(((2-(2-(dimethylamino)thiazol-5-yl)ethoxy)carbonyl)oxy)heptadecanedioate CN(C=1SC(=CN1)CCOC(=O)OC(CCCCCCCC(=O)OCCC(CCCCC)CCCCC)CCCCCCCC(=O)OCCC(CCCCC)CCCCC)C